NC=1C=C(C=CC1)O M-Aminophenol